1-(3-chloropyridin-2-yl)-7-(trifluoromethyl)quinazolin-2,4(1H,3H)-dione ClC=1C(=NC=CC1)N1C(NC(C2=CC=C(C=C12)C(F)(F)F)=O)=O